isopropyl ((4-(2-methoxyethoxy)phenoxy)(4-nitrophenoxy)phosphoryl)-L-alaninate COCCOC1=CC=C(OP(=O)(OC2=CC=C(C=C2)[N+](=O)[O-])N[C@@H](C)C(=O)OC(C)C)C=C1